4,4'-diamino-3,3'-biphenyldicarboxylic acid NC1=C(C=C(C=C1)C1=CC(=C(C=C1)N)C(=O)O)C(=O)O